2-bromo-2,2-difluoro-1-(4-(trifluoromethyl)phenyl)ethan-1-one BrC(C(=O)C1=CC=C(C=C1)C(F)(F)F)(F)F